FC1=CC=C(C=N1)NC(OCCOC1=CC2=C(N=C(S2)C2=C3N=CC(=NC3=CC(=C2)C)OC)C(=C1F)C)=O 2-((5-fluoro-2-(2-methoxy-7-methylquinoxalin-5-yl)-4-methylbenzo[d]thiazol-6-yl)oxy)ethyl (6-fluoropyridin-3-yl)carbamate